BrC1=CN(C2=NC=C(C(=C21)N[C@H]2C[C@@H](CC2)NC(=O)OC)C(=O)OC)COCC[Si](C)(C)C methyl 3-bromo-4-(((1R,3R)-3-((methoxycarbonyl)amino) cyclopentyl)amino)-1-((2-(trimethylsilyl)ethoxy)methyl)-1H-pyrrolo[2,3-b]pyridine-5-carboxylate